2-(3-nitro-4-(4-methylpiperazino)phenylamino)-4-(benzothien-3-yl)pyrazolo[1,5-a][1,3,5]Triazine [N+](=O)([O-])C=1C=C(C=CC1N1CCN(CC1)C)NC1=NC=2N(C(=N1)C1=CSC3=C1C=CC=C3)N=CC2